Tert-Butyl (S)-3-((R)-1-((Methylsulfonyl)Oxy)Ethyl)Pyrrolidine-1-Carboxylate CS(=O)(=O)O[C@H](C)[C@@H]1CN(CC1)C(=O)OC(C)(C)C